C(#N)CCP(O)(N(C(C)C)C(C)C)O[C@H]1C[C@@H](O[C@@H]1COC(C1=CC=C(C=C1)OC)(C1=CC=C(C=C1)OC)C1=CC=CC=C1)N1C(=O)N=C(NC(CC(CCCC(CCCC(CCCC(C)C)C)C)C)=O)C=C1 5'-O-(4,4'-dimethoxytrityl)-N4-(3,7,11,15-tetramethyl-1-hexadecanoyl)-2'-deoxycytidin e-3'-O-[(2-cyanoethyl)-N,N-diisopropylphosphoramidite]